BrC=1C=C(CCN(C(OC(C)(C)C)=O)C)C=CC1 tert-butyl (3-bromophenethyl)(methyl)carbamate